(E)-N'-(2-hydroxybenzylidene)-2-(4-phenyl-1H-1,2,3-triazol-1-yl)acethydrazide OC1=C(\C=N\NC(CN2N=NC(=C2)C2=CC=CC=C2)=O)C=CC=C1